4-(6-((2-(2-Ethoxy-2-oxoethyl)pyrazolo[1,5-a]pyridin-4-yl)methoxy)pyridin-2-yl)piperidine C(C)OC(CC1=NN2C(C(=CC=C2)COC2=CC=CC(=N2)C2CCNCC2)=C1)=O